trans-Methyl 4-(((trans-4-(4-methoxy-3-methylphenyl)cyclohexyl)methyl)(3-(2-methoxythiazol-5-yl)phenyl) carbamoyl)cyclohexanecarboxylate COC1=C(C=C(C=C1)[C@@H]1CC[C@H](CC1)CN(C(=O)[C@@H]1CC[C@H](CC1)C(=O)OC)C1=CC(=CC=C1)C1=CN=C(S1)OC)C